CN1C(C2=C(C=C1C)N=CN2)=O 5,6-dimethyl-4-oxo-3H-imidazo[4,5-c]pyridin